4-((3-(cyclopropyldifluoromethyl)phenyl)carbamoyl)-2-(6-methoxy-2',6'-dimethyl-[1,1'-biphenyl]-3-yl)-5-methyl-1H-imidazole 3-oxide C1(CC1)C(C=1C=C(C=CC1)NC(=O)C=1[N+](=C(NC1C)C=1C=C(C(=CC1)OC)C1=C(C=CC=C1C)C)[O-])(F)F